OC1=NC(=CC=C1O)O 2,3,6-Trihydroxypyridine